P(OCCC)(OCCC)[O-] di(n-propyl) phosphite